[1-(2-diethoxyphosphorylanilino)ethyl]-3,6-dimethyl-2-(2-methylindazol-5-yl)chromen-4-one C(C)OP(=O)(OCC)C1=C(NC(C)C2=C3C(C(=C(OC3=CC=C2C)C2=CC3=CN(N=C3C=C2)C)C)=O)C=CC=C1